C(#C)C1=NN(N=C1)CC1CN(CCOC1)C(=O)OC(C)(C)C tert-Butyl 6-((4-ethynyl-2H-1,2,3-triazol-2-yl)methyl)-1,4-oxazepane-4-carboxylate